2-((1S,2R)-1-(2-cyanophenyl)-1-(2-methylpyrimidin-4-yl)propan-2-yl)-5-hydroxy-N-(isoxazol-4-yl)-1-methyl-6-oxo-1,6-dihydropyrimidine-4-carboxamide C(#N)C1=C(C=CC=C1)[C@H]([C@@H](C)C=1N(C(C(=C(N1)C(=O)NC=1C=NOC1)O)=O)C)C1=NC(=NC=C1)C